tert-butyl 4-(2-(3-(methoxycarbonyl)-5-(trifluoromethyl)-1H-pyrazol-1-yl)acetyl)piperazine-1-carboxylate COC(=O)C1=NN(C(=C1)C(F)(F)F)CC(=O)N1CCN(CC1)C(=O)OC(C)(C)C